C(#N)C=1C=C(C=CC1F)NC(N(CC1=NNC(=C1)C(F)(F)F)C1=CN=NC(=C1)OC)=O 3-(3-cyano-4-fluorophenyl)-1-(6-methoxypyridazin-4-yl)-1-((5-(trifluoromethyl)-1H-pyrazol-3-yl)methyl)urea